dimethylsilylene(cyclopentadienyl)(indenyl)zirconium C[Si](=[Zr](C1C=CC2=CC=CC=C12)C1C=CC=C1)C